ClC=1C=C(CN2CCC(CC2)C2=CC=C3C(N(NC3=C2)C2C(NC(CC2)=O)=O)=O)C=CC1 3-(6-(1-(3-chlorobenzyl)piperidin-4-yl)-3-oxo-1,3-dihydro-2H-indazol-2-yl)piperidine-2,6-dione